[N+](=O)([O-])C1=CC(=CC=C1)OC1=CC(=CC=C1)C(F)(F)F 1-Nitro-3-(3-(trifluoromethyl)-phenoxy)benzene